2-(6-(4-(4-(8-((2-(2,6-dioxopiperidin-3-yl)-1-oxoisoindolin-4-yl)thio)octyl)piperazin-1-yl)piperidin-1-yl)-1-oxoisoindolin-2-yl)-2-(5-fluoro-2-hydroxyphenyl)-N-(thiazol-2-yl)acetamide O=C1NC(CCC1N1C(C2=CC=CC(=C2C1)SCCCCCCCCN1CCN(CC1)C1CCN(CC1)C1=CC=C2CN(C(C2=C1)=O)C(C(=O)NC=1SC=CN1)C1=C(C=CC(=C1)F)O)=O)=O